(1s,2s,5r)-N-[2-(2-fluorophenyl)-2-hydroxy-ethyl]-1-hydroxy-2-isopropyl-5-methyl-cyclohexanecarboxamide FC1=C(C=CC=C1)C(CNC(=O)[C@]1([C@@H](CC[C@H](C1)C)C(C)C)O)O